2'-fluoro guanosine-3'-phosphate P(=O)(O)(O)O[C@H]1[C@]([C@@H](O[C@@H]1CO)N1C=NC=2C(=O)NC(N)=NC12)(O)F